ClCCC(=C(C1=CC=C(C=C1)O)C1=CC=C(OCCNC(CCOCCOCCOCCOCCNC2=C3C(N(C(C3=CC=C2)=O)C2C(NC(CC2)=O)=O)=O)=O)C=C1)C1=CC=CC=C1 N-(2-(4-(4-chloro-1-(4-hydroxyphenyl)-2-phenylbut-1-en-1-yl)phenoxy)ethyl)-1-((2-(2,6-dioxopiperidin-3-yl)-1,3-dioxoisoindolin-4-yl)amino)-3,6,9,12-tetraoxapentadecane-15-amide